CC(CCCCCCCCC(=O)OCCCCCCCN(CCCCCCCOC(C(CCCCCCCC)CCCCCCCC)=O)CCO)C 7-((2-hydroxyethyl)(7-((2-octyldecanoyl)oxy)heptyl)amino)heptyl 10-methylundecanoate